2,2,3,4,4-pentadeuterio-5α-cholestan [2H]C1(C(C([C@@H]2CC[C@H]3[C@@H]4CC[C@H]([C@@H](CCCC(C)C)C)[C@]4(CC[C@@H]3[C@]2(C1)C)C)([2H])[2H])[2H])[2H]